CS(=O)(=O)N(C=1N=C(N(N1)C1=NC=C(C=C1)Cl)C(C)NC(C1=CC(=CC(=C1)S(=O)(=O)C)Cl)=O)S(=O)(=O)C N-[1-[5-[bis(methylsulfonyl)amino]-2-(5-chloro-2-pyridyl)-1,2,4-triazol-3-yl]ethyl]-3-chloro-5-methylsulfonyl-benzamide